C(CC\C=C/C\C=C/CCCCC)C1OC(OC1CCC\C=C/C\C=C/CCCCC)CCN(C)C {2-[4,5-Bis-((4Z,7Z)-trideca-4,7-dienyl)-[1,3]dioxolan-2-yl]-ethyl}-dimethyl-amine